(-)-chloromenthol ClC1(CC(C(CC1)C(C)C)O)C